1-(2-phenyl-2-(4-phenylphenyl)vinyl)tetrahydro-1H-thiophen-1-ium triflate [O-]S(=O)(=O)C(F)(F)F.C1(=CC=CC=C1)C(=C[S+]1CCCC1)C1=CC=C(C=C1)C1=CC=CC=C1